BrC1=C(C=C2C(=C(C(=NC2=C1F)SC)I)NC1C2CN(C1C2)C(=O)OC(C)(C)C)CCC#N tert-Butyl (endo)-5-((7-bromo-6-(2-cyanoethyl)-8-fluoro-3-iodo-2-(methylthio)quinolin-4-yl) amino)-2-azabicyclo[2.1.1]hexane-2-carboxylate